6-(2-(2-chlorophenyl)acetamido)-2-(3-methyloxetan-3-yl)isoindoline-4-sulfonyl chloride ClC1=C(C=CC=C1)CC(=O)NC=1C=C(C=2CN(CC2C1)C1(COC1)C)S(=O)(=O)Cl